tert-butyl 4-[4-[4-[[5-[4-(difluoromethoxy)-2,3-difluoro-phenyl]-1-methyl-imidazole-2-carbonyl]amino]-2-ethyl-benzoyl] piperazine-1-carbonyl]piperidine-1-carboxylate FC(OC1=C(C(=C(C=C1)C1=CN=C(N1C)C(=O)NC1=CC(=C(C(=O)N2CCN(CC2)C(=O)C2CCN(CC2)C(=O)OC(C)(C)C)C=C1)CC)F)F)F